C(C1=CC=CC=C1)NC=C(C(=O)C1=CC=C(C=C1)OC)C 3-(benzylamino)-1-(4-methoxyphenyl)-2-methylpropan-2-en-1-one